2-methyl-2H-indazole-4-carboxamide CN1N=C2C=CC=C(C2=C1)C(=O)N